ethyl 2-(5-bromo-3-(2,2-dimethoxypropanamido)pyridin-2-yl)acetate BrC=1C=C(C(=NC1)CC(=O)OCC)NC(C(C)(OC)OC)=O